IC1=C(C(=O)Cl)C=CC=C1 2-iodobenzoyl chloride